ON=C(C1=CN=C(C(=C1)C)C)N N'-hydroxy-5,6-dimethylnicotinimidamide